2-(2-(1'-(4-amino-2-fluorophenyl)-[1,4'-bipiperidin]-4-yl)ethyl)-7-(cyclopropylmethoxy)-5-fluoroquinazolin-4(3H)-one NC1=CC(=C(C=C1)N1CCC(CC1)N1CCC(CC1)CCC1=NC2=CC(=CC(=C2C(N1)=O)F)OCC1CC1)F